5-(3-{[(1R,4r)-4-aminocyclohexyl]methoxy}-4-bromophenyl)-1,3,4-oxadiazol-2(3H)-one NC1CCC(CC1)COC=1C=C(C=CC1Br)C1=NNC(O1)=O